1,1'-Azobis-1-cyclohexanecarbonitrile N(=NC1(CCCCC1)C#N)C1(CCCCC1)C#N